6-(5-methylfuran-2-yl)-4-nitro-1-(3-(pyrrolidin-1-yl)propyl)-1H-indazole CC1=CC=C(O1)C1=CC(=C2C=NN(C2=C1)CCCN1CCCC1)[N+](=O)[O-]